3-methoxy-5-aminopyridine COC=1C=NC=C(C1)N